hexyl-acrylic acid C(CCCCC)C(C(=O)O)=C